tetrahydro-1H-pyrazole N1NCCC1